C(C)C(CC=1NC=C[NH+]1)CC 2-ethylbutylimidazolium